2,2-Dimethyl-hexan CC(C)(CCCC)C